(S)-1-(2,2-difluoroethyl) pyrrolidin-3-ylmethanesulfonate N1C[C@H](CC1)CS(=O)(=O)OCC(F)F